[Na+].[Na+].[Se-2] The molecule is an inorganic sodium salt having selenide as the counterion. It has a role as a reducing agent and a poison. It contains a selenide.